FC1=CC=C(COC2=C(C=C(C=C2)NC2=C(C=3N=C(C=NC3C=C2)N2CCOCC2)C#N)OC)C=C1 6-(4-(4-fluorobenzyloxy)-3-methoxyphenylamino)-3-morpholinoquinoxaline-5-carbonitrile